FC=1C=C(C=NC1N1CCC(CC1)CO)C1C(NC(CC1)=O)=O 3-(5-fluoro-6-(4-(hydroxymethyl)piperidin-1-yl)pyridin-3-yl)piperidine-2,6-dione